CC=1C=C(C=CC1C=1C(=O)NC(C1)=O)C1=CC(=C(C=C1)C=1C(=O)NC(C1)=O)C (3,3'-dimethylbiphenyl-4,4'-diyl)bismaleimide